N-(1-ethyl-propyl)amine C(C)C(CC)N